FC(C=1C(=C(C=CC1)[C@@H](C)NC(=O)C1=CN(C(C=C1NC1CCN(CC1)C)=O)[C@]1(COCC1)C)F)F N-((R)-1-(3-(difluoromethyl)-2-fluorophenyl)ethyl)-4-((1-methylpiperidin-4-yl)amino)-1-((R)-3-methyltetrahydrofuran-3-yl)-6-oxo-1,6-dihydropyridine-3-carboxamide